1,3-bis(3,4-epoxycyclohexylethyl)-1,1,3,3-tetramethyldisiloxane C1(CC2C(CC1)O2)CC[Si](O[Si](C)(C)CCC2CC1C(CC2)O1)(C)C